C(N)(=N)C=1C=C(SC1)[C@@H](C)NC(=O)[C@H]1N(C[C@@H](C1)S(=O)(=O)C)C(CNC(=O)C=1C=CC2=C(OC3=C2C=CC=C3)C1)=O (2S,4R)-N-((R)-1-(4-carbamimidoylthiophen-2-yl)ethyl)-1-((dibenzo[b,d]furan-3-carbonyl)glycyl)-4-(methylsulfonyl)pyrrolidine-2-carboxamide